3-(1,3-dimethyl-1H-pyrazol-4-yl)-6-(6-(((1R,3s,5S)-1,5-dimethyl-8-azabicyclo[3.2.1]octan-3-yl)oxy)pyridazin-3-yl)-6,7-dihydro-5H-pyrrolo[3,4-b]pyrazin-5-one CN1N=C(C(=C1)C=1N=C2C(=NC1)CN(C2=O)C=2N=NC(=CC2)OC2C[C@]1(CC[C@@](C2)(N1)C)C)C